BrC=C(CCOCC)Br 1,2-dibromo-4-ethoxybut-1-ene